3-(3-aminophenoxy)benzene NC=1C=C(OC=2C=CC=CC2)C=CC1